[Cl-].C(CCCCCCCCCCCCCCC)[NH2+]C(C=C(C)C)C Cetyl-trimethylallyl-ammonium chloride